NC1=NC(N(C=C1)[C@H]1[C@@H]([C@H](CO1)O)OC)=O (2R,3S,4R,5R)-5-(4-amino-2-oxopyrimidin-1(2H)-yl)-3-hydroxy-4-methoxy-tetrahydrofuran